C(CCC)OCCN 2-Butoxyethanamin